3,6-dichloro-4-((1S,2S)-2-(ethoxymethyl)cyclopropyl)pyridazine ClC=1N=NC(=CC1[C@@H]1[C@H](C1)COCC)Cl